C(N)(=O)C1CCC(CC1)N1C2=NC(=NC=C2N=C1NC1=C(C=CC=C1F)F)N[C@H]1CN(CCC1)C(=O)OC(C)(C)C (R)-tert-butyl 3-(9-((1s,4S)-4-carbamoylcyclohexyl)-8-(2,6-difluorophenylamino)-9H-purin-2-ylamino)piperidine-1-carboxylate